methyl-2-[6-(3-amino-2,6-difluorophenyl)imidazo[1,5-a]pyrazin-1-yl]-3H-1,3-benzodiazole-5-carboxylate COC(=O)C1=CC2=C(N=C(N2)C=2N=CN3C2C=NC(=C3)C3=C(C(=CC=C3F)N)F)C=C1